C(C)OP(=O)(C)SCCN(CCC)CCC ethyl({2-[bis(propanyl)amino]ethyl}sulfanyl)(methyl)phosphinate